5-amino-N-(2-{4-amino-6-oxa-2-azaspiro[4.5]decan-2-yl}-3-fluoro-5,6,7,8-tetrahydroquinolin-6-yl)-2-methylthieno[2,3-d]pyrimidine-6-carboxamide NC1=C(SC=2N=C(N=CC21)C)C(=O)NC2CC=1C=C(C(=NC1CC2)N2CC1(C(C2)N)OCCCC1)F